[Zn].[Ga].[In] indium gallium zinc